C(C)OC(C1=C(N=C(C=C1NCCCN1CCN(CC1)C)Cl)CC)=O Ethyl-6-chloro-4-((3-(4-methylpiperazin-1-yl)propyl)amino)nicotinic acid ethyl ester